(2S)-1-{[7-methyl-2-(2-methylbiphenyl-3-yl)furo[3,2-b]pyridin-5-yl]methyl}piperidine-2-carboxylic acid CC1=C2C(=NC(=C1)CN1[C@@H](CCCC1)C(=O)O)C=C(O2)C=2C(=C(C=CC2)C2=CC=CC=C2)C